4,5,7-trimethoxy-N-(4-(coumarin-3-yl)thiazol-2-yl)-9,10-dicarbonyl-9,10-dihydroanthracene-2-carboxamide COC1=CC(=CC=2C(C3=CC(=CC(=C3C(C12)=C=O)OC)OC)=C=O)C(=O)NC=1SC=C(N1)C=1C(OC2=CC=CC=C2C1)=O